N1CC(C1)N1CCCC2=CC(=CC(=C12)C1=C2C(=NC=C1)C=C(S2)CN2C(CCC2=O)=O)Cl 1-[[7-[1-(azetidin-3-yl)-6-chloro-3,4-dihydro-2H-quinolin-8-yl]thieno[3,2-b]pyridin-2-yl]methyl]pyrrolidine-2,5-dione